2,2-dichloro-N-(2-oxo-2-(2-propenylamino)-ethyl)-N-(2-propenyl)-acetamide ClC(C(=O)N(CC=C)CC(NCC=C)=O)Cl